C(C#C)NC(CCl)=O N-(2-propynyl)-chloroacetamide